BrC=1C=C(C=CC1OC[C@H](CCl)O)C(C)(C)C1=CC=C(OC[C@@H](CN2N=NC(=C2CO)I)O)C=C1 (R)-1-(4-(2-(3-bromo-4-((R)-3-chloro-2-hydroxypropoxy)phenyl)propan-2-yl)phenoxy)-3-(5-(hydroxymethyl)-4-iodo-1H-1,2,3-triazol-1-yl)propan-2-ol